FC=1C=CC(=NC1)C1=NN(C=C1)CCNC(=O)C=1NC2=CC=CC=C2C1 N-(2-(3-(5-fluoro-pyridin-2-yl)-1H-pyrazol-1-yl)ethyl)-1H-indol-2-carboxamide